NC1=NC2=CC=C(C=C2C=C1C)C(=O)N([C@H](C)C1=NC=CC=N1)CC1=NC=C(N=C1)OC 2-amino-N-((5-methoxy-2-pyrazinyl)methyl)-3-methyl-N-((1R)-1-(2-pyrimidinyl)ethyl)-6-quinolinecarboxamide